OC1=C(C=CC(=C1)C)C=1N=NC(=C2C1COCC2)NC21CCC(CC2)(C1)O 4-((4-(2-hydroxy-4-methylphenyl)-7,8-dihydro-5H-pyrano[3,4-d]pyridazin-1-yl)amino)bicyclo[2.2.1]heptan-1-ol